anti-triphosphate [O-]P([O-])(=O)OP(=O)([O-])OP(=O)([O-])[O-]